1-[8-(3-Octylphenyl)octanoyl]azetidin-3-yl dihydrogen phosphate ammonium salt [NH4+].P(=O)(OC1CN(C1)C(CCCCCCCC1=CC(=CC=C1)CCCCCCCC)=O)(O)O